1,4-dimethyl-3-(2-chloro-4-pyrimidyl)indole CN1C=C(C2=C(C=CC=C12)C)C1=NC(=NC=C1)Cl